ethyl (4-methyl-2-cyclopentenyl)acetate CC1C=CC(C1)CC(=O)OCC